1-benzyl-6-(piperazin-1-yl)-1H-pyrazolo[3,4-b]pyridine C(C1=CC=CC=C1)N1N=CC=2C1=NC(=CC2)N2CCNCC2